2-(4-fluorophenyl)-5-(4-methylpiperazin-1-yl)-3H-imidazo[4,5-b]Pyridine FC1=CC=C(C=C1)C1=NC=2C(=NC(=CC2)N2CCN(CC2)C)N1